ClC=1C=C(C=CC1S(=O)(=O)C)NCC#CC=1N(C2=CC=CC(=C2C1)NC1CCS(CC1)(=O)=O)CC(F)(F)F 4-[(2-{3-[(3-chloro-4-methanesulfonylphenyl)amino]prop-1-yn-1-yl}-1-(2,2,2-trifluoroethyl)-1H-indol-4-yl)amino]-1λ6-thiane-1,1-dione